(2R,5S)-5-[2-(4-chloro-3-fluorophenoxy)acetamido]-N-[(1S,3S)-3-(trifluoro-methoxy)cyclopentyl]piperidine ClC1=C(C=C(OCC(=O)N[C@H]2CCCN(C2)[C@@H]2C[C@H](CC2)OC(F)(F)F)C=C1)F